C1(CCCCC1)C1=CC=C(C=C1)NC1=CC=CC=2C(C3=CC=CC=C3C12)(C)C N-(4-cyclohexylphenyl)-9,9-dimethyl-9H-fluoren-4-amine